tert-butyl(2-(2-((1-(2,6-dioxopiperidin-3-yl)-3-methyl-2-oxo-2,3-dihydro-1H-benzo[d]imidazol-5-yl)oxy) ethoxy)ethyl) carbamate C(N)(OCC(OCCOC1=CC2=C(N(C(N2C)=O)C2C(NC(CC2)=O)=O)C=C1)C(C)(C)C)=O